5-carboxyl-3,4-di-benzamido-2-thiophenecarboxylic acid C(=O)(O)C1=C(C(=C(S1)C(=O)O)NC(C1=CC=CC=C1)=O)NC(C1=CC=CC=C1)=O